FC1=C(C(=NN1C1=CC=CC=C1)C(F)(F)F)CC(CCC=C(C)C)C 5-fluoro-1-phenyl-4-(2,6-dimethylhept-5-en-1-yl)-3-trifluoromethyl-1H-pyrazole